C(C)(C)(C)OC(=O)N1CC(CC1)N1C(CN(CC1)C(=O)OCC1=CC=CC=C1)=O benzyl 4-(1-tert-butoxycarbonylpyrrolidin-3-yl)-3-oxo-piperazine-1-carboxylate